N-(2-(1-aminopropyl)pyridin-4-yl)cyclopropanesulfonamide hydrochloride Cl.NC(CC)C1=NC=CC(=C1)NS(=O)(=O)C1CC1